C1(CCCCC1)COC1=C(C=CC=C1)C1=NC(=C(C(=O)O)C=C1)OC 6-(2-(cyclohexylmethoxy)phenyl)-2-methoxynicotinic acid